C1(=CC=C(C=C1)N1N=C(N=N1)C1CCNCC1)C 4-[2-(p-tolyl)-2H-tetrazol-5-yl]piperidine